FC(C1=CC2=C(N=C(S2)NC(=O)C2CCC3(CC3)CC2)C=C1)(F)F N-[6-(trifluoromethyl)-1,3-benzothiazol-2-yl]spiro[2.5]octane-6-carboxamide